5-[6-(Difluoromethyl)-2-isopropyl-pyrrolo[2,3-b]pyridin-1-yl]-7-methyl-indolin FC(C1=CC=C2C(=N1)N(C(=C2)C(C)C)C=2C=C1CCNC1=C(C2)C)F